2-methoxyethyl (3-(3-fluoro-4-((2-methyl-1H-imidazol-1-yl)methyl)phenyl)-5-iso-butylthiophen-2-yl)sulfonylcarbamate FC=1C=C(C=CC1CN1C(=NC=C1)C)C1=C(SC(=C1)CC(C)C)S(=O)(=O)NC(OCCOC)=O